(R)-N-(7,8-Dichloro-1-methyl-2-oxo-1,2,3,4,5,6-hexahydroazepino[4,5-b]indol-10-yl)-2-hydroxyacetamide ClC1=C(C=C(C=2C3=C(NC12)CCNC([C@@H]3C)=O)NC(CO)=O)Cl